(5-bromo-2-(diphenylmethylene)-6-methoxy-2,3-dihydrobenzofuran-3-yl)diphenyl-phosphine oxide BrC=1C(=CC2=C(C(C(O2)=C(C2=CC=CC=C2)C2=CC=CC=C2)P(C2=CC=CC=C2)(C2=CC=CC=C2)=O)C1)OC